4,5,6,7-tetrahydro-1H-indazole-3-carboxylic acid methyl ester COC(=O)C1=NNC=2CCCCC12